N-(4-cyanophenyl)acetamide tert-butyl-(4-methoxybenzyl)(4-methylpyridin-2-yl)carbamate C(C)(C)(C)OC(N(C1=NC=CC(=C1)C)CC1=CC=C(C=C1)OC)=O.C(#N)C1=CC=C(C=C1)NC(C)=O